disodium 2-(4-styryl-3-sulfophenyl)-2H-naphthol C(=CC1=CC=CC=C1)C1=C(C=C(C=C1)C1C(C2=CC=CC=C2C=C1)O)S(=O)(=O)O.[Na].[Na]